ClC1=C(C=CC=C1F)C(OC=1C(=NC(=NC1)C(=O)N[C@H](C)\C=C\S(=O)(=O)C)C)C1CC1 5-((2-chloro-3-fluorophenyl)(cyclopropyl)methoxy)-4-methyl-N-((R,E)-4-(methylsulfonyl)but-3-en-2-yl)pyrimidine-2-carboxamide